F[C@H]1[C@@H](CNC1)N(C(OC(C)(C)C)=O)C trans-tert-butyl N-[(3R,4R)-4-fluoropyrrolidin-3-yl]-N-methylcarbamate